L-1-mercaptopropyl-trimethoxysilane (S)-2-((1-(2-(bis(3-cyclopropylphenyl)methylene)hydrazineyl)-1-oxopropan-2-yl)carbamoyl)-4-methoxypyridin-3-yl-acetate C1(CC1)C=1C=C(C=CC1)C(=NNC([C@H](C)NC(=O)C1=NC=CC(=C1CC(=O)O)OC)=O)C1=CC(=CC=C1)C1CC1.SC(CC)[Si](OC)(OC)OC